C1CCC2=C(C=3CCCC3C=C12)NC(=O)NS(=O)(=O)C1=CC(=C(C=C1)OC)C=C N-((1,2,3,5,6,7-hexahydro-s-indacen-4-yl)carbamoyl)-4-methoxy-3-vinylbenzenesulfonamide